2-chloro-1-fluoro-12-(((2R,7aS)-2-fluorotetrahydro-1H-pyrrolizin-7a(5H)-yl)methoxy)-5,5a,6,7,9,10-hexahydro-4H-8-oxa-3,10a,11,13-tetraazanaphtho[1,8-ab]heptalene ClC=1C(=C2N=C(N=C3C2=C(CCC2CCOCCN32)N1)OC[C@]13CCCN3C[C@@H](C1)F)F